C(C)S(=O)(=O)CC(F)F 2,2-difluoroethyl ethyl sulfone